OC1=C(C=CC(=C1)CC1COC2=CC(=C(C(=C2C1=O)O)OC)OC)[O-] 2-hydroxy-4-[(5-hydroxy-6,7-dimethoxy-4-oxo-2,3-dihydro-4H-chromen-3-yl)methyl]phenolate